O=C1NC(CCC1N1C(N(C2=C1C=CC=C2C=2CCN(CC2)C(=O)[O-])C)=O)=O 4-[1-(2,6-dioxopiperidin-3-yl)-3-methyl-2-oxo-1,3-benzodiazol-4-yl]-3,6-dihydro-2H-pyridine-1-carboxylate